COC(=O)C=1C=CC2=C(SC(=C2OC2=CC=C(C=C2)Br)C(C2=C(C=C(C=C2C)F)C)=O)C1 3-(4-bromophenoxy)-2-(4-fluoro-2,6-dimethylbenzoyl)benzo[b]thiophene-6-carboxylic acid methyl ester